8-bromo-4-(2,2,2-trifluoroethyl)-1,2,3,4-tetrahydro-5H-benzo[e][1,4]diazepin-5-one BrC=1C=CC2=C(NCCN(C2=O)CC(F)(F)F)C1